cyclopenta[2,1-b:3,4-b']dipyridine N1=C2C(=CC=C1)CC=1C2=NC=CC1